(1-methyl-1H-1,2,4-triazol-3-yl)methyl (1-((3-chloro-4-fluorophenyl)carbamoyl)-2-methyl-4,5,6,7-tetrahydro-2H-isoindol-4-yl)carbamate ClC=1C=C(C=CC1F)NC(=O)C=1N(C=C2C(CCCC12)NC(OCC1=NN(C=N1)C)=O)C